(-)-2-(4-chlorobenzoyl)-3-fluoro-5-(1-hydroxy-1-(1-methylpiperidin-4-yl)ethyl)benzoic acid ClC1=CC=C(C(=O)C2=C(C(=O)O)C=C(C=C2F)C(C)(C2CCN(CC2)C)O)C=C1